benzotriazol-1-yl-oxy-tris-pyrrolidino-phosphonium hexafluorophosphate F[P-](F)(F)(F)(F)F.N1(N=NC2=C1C=CC=C2)O[P+](N2CCCC2)(N2CCCC2)N2CCCC2